C(C)(C)(C)OC(=O)NC1=C2C3(C(N(C2=CC=C1C(=O)[O-])C)=O)CC3 ((tert-butoxycarbonyl) amino)-1'-methyl-2'-oxospiro[cyclopropane-1,3'-indoline]-5'-carboxylate